N(=NC(C#N)(C)C)C(C#N)(C)C 2,2'-azobis[isobutyronitrile]